sodium N-[3-(methylthio)phenyl]sulfonamide CSC=1C=C(C=CC1)NS(=O)=O.[Na]